COC[C@@H](CC=C)S(=O)(=O)N(CC1=CC=C(C=C1)OC)CC1=CC=C(C=C1)OC (R)-1-METHOXY-N,N-BIS(4-METHOXYBENZYL)PENT-4-ENE-2-SULFONAMIDE